C(CCCCCCC\C=C/CCCCCCCC)(=O)O.C(CCCCCCC\C=C/CCCCCCCC)(=O)O.NCCCN trimethylenediamine dioleate